C(C=C)(=O)NCCCCC(=O)O 5-acrylamidopentanoic acid